ClC=1C=C(C=CC1F)C1=CNC=2N=C(N=C(C21)OC)NC2=CC=C(C=C2)CN2CCN(CC2)CC 5-(3-chloro-4-fluorophenyl)-N-(4-((4-ethyl-piperazin-1-yl)methyl)phenyl)-4-methoxy-7H-pyrrolo[2,3-d]pyrimidin-2-amine